N-Boc-alpha-vinylglycine methyl ester COC(C(NC(=O)OC(C)(C)C)C=C)=O